F[P-](F)(F)(F)(F)F.N1(N=NC2=C1C=CC=C2)OP2([NH+](CCN2C)C)N2CCCC2 2-(benzotriazol-1-yloxy)-1,3-dimethyl-2-pyrrolidin-1-yl-1,3-diazaphospholidinium hexafluorophosphate